C(#N)C1=CC(=CC(=C1)C#N)C#N 1,3,5-tricyanobenzene